1-(4-(6-chloro-7-(pyridin-2-yl)quinazolin-4-yl)piperazin-1-yl)prop-2-en-1-one ClC=1C=C2C(=NC=NC2=CC1C1=NC=CC=C1)N1CCN(CC1)C(C=C)=O